N-(3-chloro-5-methylbenzyl)-1-(4-iodo-2,5-dimethoxyphenyl)propan-2-amine ClC=1C=C(CNC(CC2=C(C=C(C(=C2)OC)I)OC)C)C=C(C1)C